13-cyclopropyl-11-(2,6-dichlorophenyl)-4-[1-(4-piperidyl)pyrazol-4-yl]-5,7,11,13-tetrazatricyclo[7.4.0.02,6]trideca-1(9),2(6),3,7-tetraene-10,12-dione C1(CC1)N1C(N(C(C=2C=NC=3NC(=CC3C12)C=1C=NN(C1)C1CCNCC1)=O)C1=C(C=CC=C1Cl)Cl)=O